P1(=O)(OC2=C(C=C(C=C2C(C)(C)C)C(C)(C)C)CCC2=C(C(=CC(=C2)C(C)(C)C)C(C)(C)C)O1)[O-].[Li+] lithium 2,2'-ethylene-bis(4,6-di-tert-butylphenyl) phosphate